3-(5-mercapto-1-tetrazolyl)benzenesulfonyl chloride SC1=NN=NN1C=1C=C(C=CC1)S(=O)(=O)Cl